BrC=1C=C(C(=C(C1)S(=O)(=O)NC1=CC(=CC(=C1)S(=O)(=O)CCN(C(C)C)C(C)C)Cl)O)Cl 5-Bromo-3-chloro-N-(3-chloro-5-((2-(diisopropylamino)ethyl)sulfonyl)phenyl)-2-hydroxybenzenesulfonamide